CCOC(=O)[C@H](CC1=CC=C(C=C1)O)N The molecule is an L-tyrosyl ester that is L-tyrosine in which the hydrogen of the carboxy group has been replaced by an ethyl group. It is an ethyl ester and a L-tyrosyl ester.